(1R,2S,3R)-2-methyl-N-[7-methyl-6-[4-((S)-3-methyltetrahydrofuran-3-yl)piperazin-4-ium-1-yl]-3-isoquinolinyl]-3-(1-methylpyrazol-4-yl)cyclopropanecarboxamide C[C@@H]1[C@H]([C@@H]1C=1C=NN(C1)C)C(=O)NC=1N=CC2=CC(=C(C=C2C1)N1CC[NH+](CC1)[C@@]1(COCC1)C)C